(3,5'-dimethyl-[2,3'-bipyridine]-2'-yl)((1S,4S,6R)-6-((5-(trifluoromethyl)pyrazin-2-yl)amino)-2-azabicyclo[2.2.1]hept-2-yl)methanone CC=1C(=NC=CC1)C=1C(=NC=C(C1)C)C(=O)N1[C@@H]2[C@@H](C[C@H](C1)C2)NC2=NC=C(N=C2)C(F)(F)F